C(CCC)C1C(=NN(C1(C(=O)NCC1=C(C=C(C=C1)OC)OC)C)C1=CC=CC=C1)C1=CC=C(C=C1)F 4-Butyl-N-(2,4-dimethoxybenzyl)-3-(4-fluorophenyl)-5-methyl-1-phenyl-4,5-dihydro-1H-pyrazole-5-carboxamide